C(C)(C)(C)OC(=O)N1CCC(CC1)C=1OC2=C(N1)C=CC(=C2)C2COC2 4-[6-(oxetan-3-yl)-1,3-benzooxazol-2-yl]piperidine-1-carboxylic acid tert-butyl ester